(2-chloro-6-(trifluoromethyl)phenyl)boronic acid ClC1=C(C(=CC=C1)C(F)(F)F)B(O)O